N'-(1-acetylazetidine-3-carbonyl)-4-amino-N',1-dimethyl-N-((5-(trifluoromethyl)pyridin-2-yl)methyl)-1H-pyrazolo[4,3-c]quinoline-8-carbohydrazide C(C)(=O)N1CC(C1)C(=O)N(N(C(=O)C1=CC=2C3=C(C(=NC2C=C1)N)C=NN3C)CC3=NC=C(C=C3)C(F)(F)F)C